racemic-N-(7-amino-2-oxo-1-(2,3,6-trifluorophenoxy)heptan-3-yl)cyclopentanecarboxamide trifluoroacetate salt FC(C(=O)O)(F)F.NCCCC[C@H](C(COC1=C(C(=CC=C1F)F)F)=O)NC(=O)C1CCCC1 |r|